C(C1=CC=CC=C1)O[C@@H]1[C@H]([P@@](O[C@@H]([C@H]1OCC1=CC=CC=C1)COCC1=CC=CC=C1)(C1=CC=C(C=C1)OC1=CC=CC=C1)=O)O (2S,3S,4S,5S,6R)-4,5-bis(benzyloxy)-6-((benzyloxy)methyl)-3-hydroxy-2-(4-phenoxyphenyl)-1,2-oxaphosphorinane 2-oxide